FC1=C(C=CC(=C1)F)C1=CC(=NS1)C(=O)OCC ethyl 5-(2,4-difluoro-phenyl)-isothiazole-3-carboxylate